2-bromo-N-(6-methoxybenzo[d][1,3]dioxol-5-yl)acetamide BrCC(=O)NC1=CC2=C(OCO2)C=C1OC